5-(N-m-chlorobenzyl-3-cyanoindol-5-yl)isoxazole-3-carboxylic acid ethyl ester C(C)OC(=O)C1=NOC(=C1)C=1C=C2C(=CN(C2=CC1)CC1=CC(=CC=C1)Cl)C#N